O-(N-Methylanthraniloyl) Adenosine-5'-Triphosphate, Trisodium Salt [Na+].[Na+].[Na+].P(OC(C=1C(NC)=CC=CC1)=O)(=O)(OP(=O)([O-])OP(=O)([O-])[O-])OC[C@@H]1[C@H]([C@H]([C@@H](O1)N1C=NC=2C(N)=NC=NC12)O)O